(S)-2-(4-chlorophenyl)-1-(4-((5R,7R)-7-hydroxy-5-methyl-6,7-dihydro-5H-cyclopenta[d]pyrimidin-4-yl)piperazin-1-yl)-3-(4-methyltetrahydro-2H-pyran-4-ylamino)propan-1-one ClC1=CC=C(C=C1)[C@H](C(=O)N1CCN(CC1)C=1C2=C(N=CN1)[C@@H](C[C@H]2C)O)CNC2(CCOCC2)C